C(C)(C)(C)OC(=O)N1C(CC2(CC(C2)F)CC1)C1=CC=C(C=C1)C(=O)OC.C(=C)[Si](OC#CC(C)C)(OC#CC(C)C)OC#CC(C)C vinyltri(methylbutynyl-oxy)silane tert-butyl-2-fluoro-6-(4-(methoxycarbonyl)phenyl)-7-azaspiro-[3.5]nonane-7-carboxylate